FC=1C(=C(C2=C(SC3=C(C(N2)=O)C=CC=C3)C1)F)C(=O)O 7,9-difluoro-11-oxo-10,11-dihydrodibenzo[b,f][1,4]thiazepine-8-carboxylic acid